(9H-carbazol-9-yl)biphenyl-3,5-dinitrile C1=CC=CC=2C3=CC=CC=C3N(C12)C1=C(C=C(C=C1C#N)C#N)C1=CC=CC=C1